N-(2-((1R,4R)-2-Oxa-5-azabicyclo[2.2.1]heptan-5-yl)pyrimidin-4-yl)-3-(4-methoxyphenyl)isoxazol-5-amine [C@H]12OC[C@H](N(C1)C1=NC=CC(=N1)NC1=CC(=NO1)C1=CC=C(C=C1)OC)C2